2-Phenyl-4-(2,3-dichlorophenyl)-5-methylimidazole C1(=CC=CC=C1)C=1NC(=C(N1)C1=C(C(=CC=C1)Cl)Cl)C